amino-2H-[1,3'-bipyridin]-2-one NC=1C(N(C=CC1)C=1C=NC=CC1)=O